Tert-butyl 4-[[4-[[[1-[(2,4-dimethoxyphenyl)methylamino]-5-isoquinolyl]amino]methyl]-2-pyridyl]oxymethyl]piperidine-1-carboxylate COC1=C(C=CC(=C1)OC)CNC1=NC=CC2=C(C=CC=C12)NCC1=CC(=NC=C1)OCC1CCN(CC1)C(=O)OC(C)(C)C